C1(CCC1)NC1=CC=C(C=C1)S(=O)(=O)NC(CN(C)C)C1=CC(=C(C=C1)Cl)Cl 4-(cyclobutylamino)-N-(1-(3,4-dichlorophenyl)-2-(dimethylamino)ethyl)benzenesulfonamide